CC1(C(C1)CN1CC(CC1)CNC(=O)C1CCN(CC1)C1=NC(=NO1)C1=CC=C(C=C1)OC)C N-((1-((2,2-Dimethylcyclopropyl)methyl)pyrrolidin-3-yl)methyl)-1-(3-(4-Methoxyphenyl)-1,2,4-oxadiazol-5-yl)piperidin-4-carboxamid